C(C)(C)(C)NC(C(=O)N1[C@@H]2[C@H](C[C@H]1C(=O)N[C@@H](C[C@H]1C(NCC1)=O)C(COC(F)(F)F)=O)O[C@@H](C2)C)=O (2r,3as,5S,6as)-4-(2-(tert-butylamino)-2-oxoacetyl)-2-methyl-N-((S)-3-oxo-1-((S)-2-oxopyrrolidin-3-yl)-4-(trifluoromethoxy)butan-2-yl)hexahydro-2H-furo[3,2-b]pyrrole-5-carboxamide